C(NC1C(CCCC1C)C)NC1C(CCCC1C)C methylenebis(2,6-dimethylcyclohexylamine)